ClC1=C(C=CC=C1Cl)C(C)NC=1C=CC2=C(NC(OC2)=O)C1 7-((1-(2,3-dichlorophenyl)ethyl)amino)-1,4-dihydro-2H-benzo[d][1,3]oxazin-2-one